NCCOCCN1N=C(C2=C1C(N(CC2)CC2(CC2)S(=O)(=O)C2(CC2)C)=O)C(=O)NCC2=CC=C(C=C2)Cl 1-(2-(2-Aminoethoxy)ethyl)-N-(4-chlorobenzyl)-6-((1-((1-methylcyclopropyl)sulfonyl)cyclopropyl)methyl)-7-oxo-4,5,6,7-tetrahydro-1H-pyrazolo[3,4-c]pyridine-3-carboxamide